OC1=CC=C(C=C1)\C=C/C(=O)C1=CC=CC=C1 (Z)-4-Hydroxychalcone